3-methyl-N-(2-nitrophenyl)-1,2,4-thiadiazol-5-amine CC1=NSC(=N1)NC1=C(C=CC=C1)[N+](=O)[O-]